allylsulfan C(C=C)S